O1C=NC=C1CC(=O)NCC1=CC=C(C=C1)NC(OCC1=CC=C(C=C1)Cl)=O 4-chlorobenzyl (4-((2-(oxazol-5-yl)acetamido)meth-yl)phenyl)carbamate